(Z)-3-[4-[2-Hydroxyethyl(methyl)amino]phenyl]-1-(2,4,6-trimethoxyphenyl)prop-2-en OCCN(C1=CC=C(C=C1)\C=C/CC1=C(C=C(C=C1OC)OC)OC)C